Cl.N1(CCNCC1)C1=NC=CC=N1 2-(piperazin-1-yl)pyrimidine-hydrochloride